N-(5-((6-((R)-3-(3-chloro-4-fluorophenyl)-isoxazolidine-2-yl)pyrimidine-4-yl)amino)-4-methoxy-2-(4-((S)-2-methylmorpholino)piperidine-1-yl)phenyl)acrylamide ClC=1C=C(C=CC1F)[C@@H]1N(OCC1)C1=CC(=NC=N1)NC=1C(=CC(=C(C1)NC(C=C)=O)N1CCC(CC1)N1C[C@@H](OCC1)C)OC